C1(=CC=CC=C1)[Si](C1=CC=CC=C1)(C1=CC=CC=C1)C1=CC=C(C=C1)C1=CC=C(C=C1)[Si](C1=CC=CC=C1)(C1=CC=CC=C1)C1=CC=CC=C1 bis(triphenylsilyl)-1,1'-biphenyl